FC=1C=C(OCC2=NC3=CC=CC=C3C=C2)C=CC1C1=NNC=C1C1=CC=NC=C1 2-[3-fluoro-4-(4-pyridin-4-yl-1H-pyrazol-3-yl)-phenoxymethyl]-quinoline